2-[3-bromo-5-(hydroxymethyl)pyridin-4-yl]ethanol BrC=1C=NC=C(C1CCO)CO